COC[C@H]1COC[C@H](O1)COC1=CC=C(C=C1)C=1C=C(C(NC1C(F)(F)F)=O)C(=O)N 5-(4-(((2s,6s)-6-(methoxymethyl)-1,4-dioxan-2-yl)methoxy)phenyl)-2-oxo-6-(trifluoromethyl)-1,2-dihydropyridine-3-carboxamide